[1-(3-methoxypropyl)-2-methyl-pyrazol-2-ium-4-yl]methanamine COCCCN1[N+](=CC(=C1)CN)C